C(C)(CC)[BH-](C(C)CC)C(C)CC.[Li+] lithium tri-secondary butyl-borohydride